2-ethylhexylphosphonic acid, mono-2-ethylhexyl ester C(C)C(CP(OCC(CCCC)CC)([O-])=O)CCCC